(S)-5-methoxy-N-propyl-1,2,3,4-tetrahydronaphthalen-2-amine, (2-naphthoyl)-L-prolinate salt C1=C(C=CC2=CC=CC=C12)C(=O)N1[C@@H](CCC1)C(=O)O.COC1=C2CC[C@@H](CC2=CC=C1)NCCC